methyl 5-methyl-2,4-dioxo-hexanoate CC(C(CC(C(=O)OC)=O)=O)C